N1C(=CC=C1)C(=O)[O-] pyrrolate